2-[4-(4,4,5,5-tetramethyl-1,3,2-dioxaborolan-2-yl)phenyl]ethanamine CC1(OB(OC1(C)C)C1=CC=C(C=C1)CCN)C